2-Ethyl-butyl (2S)-2-({[(2R,3R,4S,5R)-5-(4-amino-5-fluoro-2-oxopyrimidin-1-yl)-2-(chloromethyl)-4-fluoro-3-hydroxyoxolan-2-yl]methoxy(phenoxy) phosphoryl} amino)propanoate NC1=NC(N(C=C1F)[C@H]1[C@H]([C@@H]([C@@](O1)(CCl)COP(=O)(OC1=CC=CC=C1)N[C@H](C(=O)OCC(CC)CC)C)O)F)=O